5-(5-(3,5-dichlorophenyl)-3-(ethylsulfonyl)pyridin-2-yl)-2-(trifluoromethyl)-[1,2,4]triazolo[1,5-a]pyrimidine ClC=1C=C(C=C(C1)Cl)C=1C=C(C(=NC1)C1=NC=2N(C=C1)N=C(N2)C(F)(F)F)S(=O)(=O)CC